5-iodo-N-(1-(2-methoxyethyl)-5-methyl-1H-pyrazol-4-yl)pyrimidin-2-amine IC=1C=NC(=NC1)NC=1C=NN(C1C)CCOC